C1(CCCC1)[C@@H]1NS(C2=C(C1)C=C(C(=C2)S(=O)(=O)N2CCCCC2)C)(=O)=O |r| (3RS)-3-Cyclopentyl-6-methyl-7-(piperidine-1-sulfonyl)-3,4-dihydro-2H-benzo[e][1,2]thiazine-1,1-dioxide